2-(2-hydroxyethyl)-3-methyl-cyclobutane OCCC1CCC1C